ClC=1C=C(C=2N(N1)C(=CN2)C#N)Cl 6,8-dichloroimidazo[1,2-b]pyridazine-3-carbonitrile